ClC1=CC=C(C=C1)C=1C=C(C=CC1)[C@H]1SCC[C@H](NC1=O)CNC(=O)C=1N=CSC1 N-[[(2R,5S)-2-[3-(4-chlorophenyl)phenyl]-3-oxo-1,4-thiazepan-5-yl]methyl]thiazole-4-carboxamide